3-(2-(3,3-Difluoroazetidin-1-yl)ethyl)-4,4-difluoro-5-methylpiperidine FC1(CN(C1)CCC1CNCC(C1(F)F)C)F